NC=1C(=C2C(=NC1C#N)N(C=C2C=2N=NNC2)C)C2=C(C(=CC=C2)OCC2=CC=CC=C2)C 5-amino-4-(3-benzyloxy-2-methyl-phenyl)-1-methyl-3-(1H-triazol-4-yl)pyrrolo[2,3-b]pyridine-6-carbonitrile